C1(C=CC(N1CCCC(=O)ON1C(CCC1=O)=O)=O)=O N-gamma-maleimidobutyryl-oxysuccinimide